COC(C1=CC(=CC(=C1)O[C@@H]1COCC1)C=1SC(=CN1)C)=O 3-(5-methyl-1,3-thiazol-2-yl)-5-[(3S)-tetrahydro-furan-3-yloxy]benzoic acid methyl ester